2-(3,5-dimethyl-2-((1-(4-methylpiperazin-1-yl)propan-2-yl)oxy)benzyl)benzonitrile CC=1C(=C(CC2=C(C#N)C=CC=C2)C=C(C1)C)OC(CN1CCN(CC1)C)C